N1CC(C1)CN1CCN(CC1)C=1C=C2C(=NN(C(C2=CC1)=O)C1C(NC(CC1)=O)=O)C 3-(6-(4-(azetidin-3-ylmethyl)piperazin-1-yl)-4-methyl-1-oxophthalazin-2(1H)-yl)piperidin-2,6-dione